alpha-cyanoacrylamide C(#N)C(C(=O)N)=C